C(C)(C)O[SiH](O)OC(C)C bis(isopropoxy)silanol